methyl 2-bromo-4-(trifluoromethoxy)-benzoate BrC1=C(C(=O)OC)C=CC(=C1)OC(F)(F)F